CCCC.[Ag] silver methyl-propane